N(C(=O)N)CCC[Si](OC)(OC)OC gamma-ureidopropyl-trimethoxysilane